C1(=CC=CC=2C3=CC=CC=C3CC12)NC(C(=O)N)=O Fluorenyl-oxalyl-diamine